N1(CCNCC1)C(=O)OC(CN1C=NC(=C1C1=CC=NC=C1)Br)=O 2-[4-bromo-5-(pyridin-4-yl)-1H-imidazol-1-yl]Acetyl piperazine-1-carboxylate